[Si](C1=CC=CC=C1)(C1=CC=CC=C1)(C(C)(C)C)C1[C@@H]2CN[C@H](C1)C2 (1S,4S)-5-(tert-butyldiphenylsilyl)-2-azabicyclo[2.2.1]heptane